C(C)(C)(C)OC(=O)N1CC(CC1)C1=NC(=C2C=C(C=NC2=C1)F)OC 3-(3-fluoro-5-methoxy-1,6-naphthyridin-7-yl)pyrrolidine-1-carboxylic acid tert-butyl ester